4'-cyclopropyl-N-((4-(1-isopropyl-4-(trifluoromethyl)-1H-imidazol-2-yl)cuban-1-yl)methyl)-5,6'-dimethoxy-N-methyl-[2,5'-bipyrimidine]-4-amine C1(CC1)C1=NC=NC(=C1C1=NC=C(C(=N1)N(C)CC12C3C4C5(C3C1C5C24)C=2N(C=C(N2)C(F)(F)F)C(C)C)OC)OC